ClCC(=O)N(CC1=NNC=C1)NC(=O)[C@H](CC(C)C)NC([O-])=O ((S)-1-[[(2-chloroacetyl)-(1H-pyrazol-3-ylmethyl)amino]carbamoyl]-3-methyl-butyl)carbamate